O=C(CC(=O)OC)CCC\C=C\COC(=O)OC methyl (E)-3-oxo-9-(methoxycarbonyl)oxy-7-nonenoate